C(C)C12CC(C1)(C2)C2=C(CCC(C2)(C)C)CN2CCN(CC2)C2=CC=C(C(=O)O)C=C2 4-(4-((2-(3-ethylbicyclo[1.1.1]pentan-1-yl)-4,4-dimethylcyclohex-1-en-1-yl)methyl)piperazin-1-yl)benzoic acid